N[C@@H]1[C@@H](OCC12CCN(CC2)C=2N=CC(=NC2)SC2=C(C(=NC=C2)NC(=O)NS(=O)(=O)C2=C(C=CC=C2)F)Cl)C N-((4-((5-((3S,4S)-4-amino-3-methyl-2-oxa-8-azaspiro[4.5]decan-8-yl)pyrazin-2-yl)thio)-3-chloropyridin-2-yl)carbamoyl)-2-fluorobenzene-sulfonamide